N1=C(C=CC=C1)C(C(=O)O)C pyridin-2-yl-propionic acid